Tripentoxysilan C(CCCC)O[SiH](OCCCCC)OCCCCC